ClC1=CC2=C(N(C(N=C2N2[C@H](CN(CC2)C(=O)[O-])C)=O)C=2C(=NC=CC2C)C(C)C)N=C1C=1C=NC=CC1 (S)-4-(6-chloro-1-(2-isopropyl-4-methylpyridin-3-yl)-2-oxo-7-(pyridin-3-yl)-1,2-Dihydropyrido[2,3-d]pyrimidin-4-yl)-3-methylpiperazine-1-carboxylate